C(C)(=O)NCC1=CC=C(C=C1)B(O)O [4-(acetylaminomethyl)phenyl]boronic acid